5-(3,5-difluorophenyl)-4-methylpyrrolidin-2-one FC=1C=C(C=C(C1)F)C1C(CC(N1)=O)C